ethyl 2-((2R,6S)-4-(3-(4-bromo-3-methylphenoxy)propyl)-2,6-dimethylpiperazin-1-yl)acetate BrC1=C(C=C(OCCCN2C[C@H](N([C@H](C2)C)CC(=O)OCC)C)C=C1)C